C(O)C1C2C=CC(C1CO)C2 2,3-dimethylol-5-norbornene